4,4-difluoro-4,4a-dihydro[1,4]thiazino[4,3-a]quinoline-1,2-dicarboxylic acid methyl ester COC(=O)C1=C(SC(C2N1C1=CC=CC=C1C=C2)(F)F)C(=O)O